Methyl 4-(N-(3-chloro-4-methylphenyl)sulfamoyl)-2,5-dimethyl-1H-pyrrole-3-carboxylate ClC=1C=C(C=CC1C)NS(=O)(=O)C=1C(=C(NC1C)C)C(=O)OC